3-(2-(cyclohexylmethoxy)phenyl)3-hydroxypropanenitrile C1(CCCCC1)COC1=C(C=CC=C1)C(CC#N)O